2-thiouridine-5'-triphosphate P(O)(=O)(OP(=O)(O)OP(=O)(O)O)OC[C@@H]1[C@H]([C@H]([C@@H](O1)N1C(=S)NC(=O)C=C1)O)O